C(CCCCCCCC)C(C(=O)O)(O)C.C(C(O)C)(=O)OCCCCCCCCC n-nonyl lactate (n-nonyl lactate)